(R)-1-(2-(trifluoromethyl)pyrimidin-5-yl)ethan-1-amine dihydrochloride Cl.Cl.FC(C1=NC=C(C=N1)[C@@H](C)N)(F)F